2-(4-Chloro-phenyl)-N-(2-morpholin-4-yl-4-oxo-4H-quinazolin-3-yl)-acetamide ClC1=CC=C(C=C1)CC(=O)NN1C(=NC2=CC=CC=C2C1=O)N1CCOCC1